potassium (((3R,4R)-1-(tert-butoxycarbonyl)-3-(4-(tert-butoxycarbonyl)phenyl)piperidin-4-yl)methyl)trifluoroborate C(C)(C)(C)OC(=O)N1C[C@H]([C@@H](CC1)C[B-](F)(F)F)C1=CC=C(C=C1)C(=O)OC(C)(C)C.[K+]